N-(6-bromo-[1,2,4]triazolo[1,5-a]pyridin-2-yl)-2-(1-methylpyrazol-4-yl)acetamide BrC=1C=CC=2N(C1)N=C(N2)NC(CC=2C=NN(C2)C)=O